(S)-2-((1R,2R)-3-(benzyloxy)-1-methoxy-2-methyl-3-oxopropyl)pyrrolidine-1-carboxylic acid tert-butyl ester C(C)(C)(C)OC(=O)N1[C@@H](CCC1)[C@@H]([C@H](C(=O)OCC1=CC=CC=C1)C)OC